CCCCCCCCCCCCCCCCCCCCCCCCCCCCCCCCCCCCCCCCCCCCCCCCCCCCCCCCCCCCCCCCC n-Pentahexacontane